C(#N)C1=CC(=C(COC=2N=CC3=C(N2)CN(CC3)CC3=NC2=C(N3C[C@H]3OCC3)C=C(C=C2)C(=O)O)C=C1)F (S)-2-((2-((4-cyano-2-fluorobenzyl)oxy)-5,8-dihydropyrido[3,4-d]pyrimidin-7(6H)-yl)methyl)-1-((oxetan-2-yl)methyl)-1H-benzo[d]imidazole-6-carboxylic acid